O=C1NOC=N1 oxo-1,2,4-oxadiazole